2-amino-N-{(1S,2S)-2-[(4-{2-[3-(dimethylamino)propanoyl]-2,3-dihydro-1H-isoindol-5-yl}phenyl)methoxy]cyclopentyl}-5-(1-methyl-1H-pyrazol-4-yl)pyridine-3-carboxamide NC1=NC=C(C=C1C(=O)N[C@@H]1[C@H](CCC1)OCC1=CC=C(C=C1)C=1C=C2CN(CC2=CC1)C(CCN(C)C)=O)C=1C=NN(C1)C